CC1=NC=2NCCCC2C=C1CN1N=CC(=N1)C(=O)NC[C@@H](C(=O)O)NS(=O)(=O)C1=C(C=C(C=C1C)C)C (S)-3-(2-((2-methyl-5,6,7,8-tetrahydro-1,8-naphthyridin-3-yl)methyl)-2H-1,2,3-triazole-4-carboxamido)-2-((2,4,6-trimethylphenyl)sulphonamido)propanoic acid